N-(6-((5-bromo-2-((2-methoxy-5-methyl-4-((1R,5S,8r)-8-(4-methylpiperazin-1-yl)-3-azabicyclo[3.2.1]octan-3-yl)phenyl)amino)pyrimidin-4-yl)amino)quinoxalin-5-yl)methanesulfonamide BrC=1C(=NC(=NC1)NC1=C(C=C(C(=C1)C)N1C[C@H]2CC[C@@H](C1)C2N2CCN(CC2)C)OC)NC=2C(=C1N=CC=NC1=CC2)NS(=O)(=O)C